C(CCCCCCCCCCCC=CCCCCCCCCCCCC)(=O)O 13-hexacosenoic acid